OC=1C=CC=C(C=CC2=CC=CC=C2)C1 5'-hydroxy-stilbene